COC(=O)C=1C(N(C2=NC(=CC=C2C1N)OC(C)C)C=1C=NC(=CC1)C)=O 4-Amino-1-(6-methylpyridin-3-yl)-2-oxo-7-(propan-2-yloxy)-1,2-dihydro-1,8-naphthyridine-3-carboxylic acid methyl ester